C1(=CC=CC=C1)C(=O)C1CCCCC1 phenylcyclohexylketone